C[C@H]1N(CCOC1)C=1C=C2C3=C(N(N=C3CCN(C2C)CC2COC2)C2=NNC=C2)N1 (3R)-3-methyl-4-(6-methyl-7-(oxetane-3-ylmethyl)-2-(1H-pyrazol-3-yl)-6,7,8,9-tetrahydro-2H-1,2,3,7-tetraazabenzo[cd]azulen-4-yl)morpholine